4-Chloro-3-(3',5'-difluoro-4'-(trifluoromethoxy)-[1,1'-biphenyl]-4-yl)-7-methoxy-2-methylquinoline ClC1=C(C(=NC2=CC(=CC=C12)OC)C)C1=CC=C(C=C1)C1=CC(=C(C(=C1)F)OC(F)(F)F)F